(E)-3-(Benzylthio)-1-(N-tosylindol-3-yl)-3-(trimethylsilyl)prop-2-en-1-one C(C1=CC=CC=C1)S/C(=C/C(=O)C1=CN(C2=CC=CC=C12)S(=O)(=O)C1=CC=C(C)C=C1)/[Si](C)(C)C